ClC1=C(C=CC(=C1F)F)C1C(=C(NC(=N1)C=1N(C=CN1)C)C12C3C4C5(C(C14)C2C53)C(=O)O)C(=O)OC 4-(6-(2-chloro-3,4-difluorophenyl)-5-(methoxycarbonyl)-2-(1-methyl-1H-imidazol-2-yl)-3,6-dihydropyrimidin-4-yl)cubane-1-carboxylic acid